COC1=C(C2=CC=CC=C2C=C1)C1=CC=CC2=CC=CC=C12 methoxy-1,1'-binaphthyl